O1COC2=C1C=CC(=C2)NC2=NC=C(C(=N2)N2C=C(C=C2)C(=O)NC(CO)C2=C(C(=CC=C2)Cl)F)C 1-(2-(benzo[d][1,3]dioxol-5-ylamino)-5-methylpyrimidin-4-yl)-N-(1-(3-chloro-2-fluorophenyl)-2-hydroxyethyl)-1H-pyrrole-3-carboxamide